C(C)=N ethane-1-imine